(2R)-2-[6-(5-chloro-2-{[(2S)-1-hydroxypropan-2-yl]amino}pyrimidin-4-yl)-1-oxo-2,3-dihydro-1H-isoindol-2-yl]N-[(1S)-1-(3-fluoro-5-methoxyphenyl)-2-hydroxyethyl]propanamide ClC=1C(=NC(=NC1)N[C@H](CO)C)C1=CC=C2CN(C(C2=C1)=O)[C@@H](C(=O)N[C@H](CO)C1=CC(=CC(=C1)OC)F)C